5-cyclopropylsulfanyl-N-[6-[(4,6-dichloro-3-pyridyl)carbamoyl]spiro[3.3]heptan-2-yl]furan-2-carboxamide C1(CC1)SC1=CC=C(O1)C(=O)NC1CC2(C1)CC(C2)C(NC=2C=NC(=CC2Cl)Cl)=O